The molecule is a flavonoid oxoanion arising from deprotonation of the 7-hydroxy and sufo groups of quercetin 3-sulfate; major species at pH 7.3. It is a flavonoid oxoanion and an aryl sulfate oxoanion. It is a conjugate base of a quercetin 3-sulfate. C1=CC(=C(C=C1C2=C(C(=O)C3=C(C=C(C=C3O2)O)O)OS(=O)(=O)[O-])O)[O-]